N-(1,1-dimethylsilinan-4-yl)-4-fluoro-3-methyl-1H-pyrrolo[2,3-b]pyridine-2-carboxamide C[Si]1(CCC(CC1)NC(=O)C1=C(C=2C(=NC=CC2F)N1)C)C